NC1=C2C(=NC=N1)N(N=C2C2=CC(=C(C=C2)OC)F)C2CN(CCC2)C(C=C)=O 1-(3-(4-amino-3-(3-fluoro-4-methoxyphenyl)-1H-pyrazolo[3,4-d]pyrimidin-1-yl)piperidin-1-yl)prop-2-en-1-one